FC(C=1C=C(C=C(C1)C(F)(F)F)NC(C1=CC(=CC=C1)C#C)=O)(F)F N-(3,5-bis(trifluoromethyl)phenyl)-3-ethynylbenzamide